CC1(OB(OC1(C)C)C1CC12CN(C2)CC(F)(F)F)C 1-(4,4,5,5-tetramethyl-1,3,2-dioxaborolan-2-yl)-5-(2,2,2-trifluoroethyl)-5-azaspiro[2.3]hexane